CO[C@H]1CN(C[C@@H]1NC(=O)OCCCCCCCCCCC)C(=O)OC(C)(C)C tert-butyl (3S,4S)-3-methoxy-4-(((undecyloxy)carbonyl)amino)pyrrolidine-1-carboxylate